(2R,4R)-6-chloro-4-hydroxy-N-(3-{2-[(2-methoxypyrimidin-5-yl)oxy]acetamido}bicyclo[1.1.1]pent-1-yl)-3,4-dihydro-2H-1-benzopyran-2-carboxamide ClC=1C=CC2=C([C@@H](C[C@@H](O2)C(=O)NC23CC(C2)(C3)NC(COC=3C=NC(=NC3)OC)=O)O)C1